N'-(pentafluorophenyl)-2,2-dimethyl-2H-chromene-6-carbohydrazide FC1=C(C(=C(C(=C1NNC(=O)C=1C=C2C=CC(OC2=CC1)(C)C)F)F)F)F